N1N=CC2=CC(=CC=C12)NC1=NC(=NC=C1)C=1C=CC2=C(SC(=C2)C(=O)NC2=CN=NC=C2)C1 6-(4-((1H-indazol-5-yl)amino)pyrimidin-2-yl)-N-(pyridazin-4-yl)benzo[b]thiophene-2-carboxamide